1,3-bis-diphenylphosphinopropane C1(=CC=CC=C1)P(CCCP(C1=CC=CC=C1)C1=CC=CC=C1)C1=CC=CC=C1